ClC=1C=C(C=C(C1)Cl)C1=NC(=CC(=C1)CN1CCC(CC1)CNC(C)=O)OC=1C=NC(=NC1)N1CCN(CC1)CCCS(N)(=O)=O N-((1-((2-(3,5-dichloro-phenyl)-6-((2-(4-(3-sulfamoylpropyl)piperazin-1-yl)pyrimidin-5-yl)oxy)pyridin-4-yl)methyl)piperidin-4-yl)methyl)acetamide